CC1(OB(OC1(C)C)C=1C=CC2=C(C1)COC1=NC(=CC=C12)OC1C[C@H]2CC[C@@H](C1)N2C(=O)OC(C)(C)C)C tert-butyl (1R,3R,5S)-3-{[8-(4,4,5,5-tetramethyl-1,3,2-dioxaborolan-2-yl)-6H-isochromeno[3,4-b]pyridin-3-yl]oxy}-8-azabicyclo[3.2.1]octane-8-carboxylate